CC=1C=CC=C2C(NC(=NC12)CSC1CCN(CC1)CC=1C=C(C=CC1)NC(C)=O)=O N-(3-((4-(((8-Methyl-4-oxo-3,4-dihydroquinazolin-2-yl)methyl)thio)piperidin-1-yl)methyl)phenyl)acetamide